(6-(methoxymethyl)-4,5,6,7-tetrahydro-1H-pyrazolo[3,4-c]pyridin-3-yl)(4-(2-(trifluoromethyl)phenyl)piperidin-1-yl)methanone COCN1CC2=C(CC1)C(=NN2)C(=O)N2CCC(CC2)C2=C(C=CC=C2)C(F)(F)F